N-(3-((2s,5s)-6-amino-5-fluoro-5-(fluoromethyl)-2-methyl-2,3,4,5-tetrahydropyridin-2-yl)-4-fluorophenyl)-4-methylthiazole-2-carboxamide NC=1[C@@](CC[C@@](N1)(C)C=1C=C(C=CC1F)NC(=O)C=1SC=C(N1)C)(CF)F